N-[(2S)-1-[1,4-Diazabicyclo[3.2.2]nonan-4-yl]-5-[[(1R,2S)-2-(4-fluorophenyl)cyclopropyl]amino]-1-oxopentan-2-yl]-4-(1H-1,2,3-triazol-1-yl)benzamide N12CCN(C(CC1)CC2)C([C@H](CCCN[C@H]2[C@@H](C2)C2=CC=C(C=C2)F)NC(C2=CC=C(C=C2)N2N=NC=C2)=O)=O